2,6-dihydroxyphenyl methyl ketone CC(=O)C1=C(C=CC=C1O)O